OC(CN1N=CC=C1)(C)C 1-(2-hydroxy-2-methylpropyl)-1H-pyrazol